CC1(NC(CC(C1)OC(C1=CC=CC=C1)=O)(C)C)C.CC1(COC1)COCC1CCC(CC1)COCC1(COC1)C 1,4-bis{[(3-methyl-3-oxetanyl)methoxy]methyl}cyclohexane 2,2,6,6-tetramethyl-4-piperidyl-benzoate